N1=NN=C(C=C1)C1=NC=CC=N1 Triazinyl-pyrimidine